C(C1=CC=CC=C1)OC1=C(C=C(C=C1F)[C@H](CN1C[C@@H]2[C@](C1)([C@H]([C@H](C2)OC2=CC=CC=C2)O)O)O)F (3aS,4S,5S,6aR)-2-((R)-2-(4-(benzyloxy)-3,5-difluorophenyl)-2-hydroxyethyl)-5-phenoxyhexahydrocyclopenta[c]pyrrole-3a,4(1H)-diol